3-((4-(4-(2-(4-aminopiperidin-1-yl)ethyl)piperazin-1-yl)-2-chloro-5-fluorophenyl)amino)piperidine-2,6-dione NC1CCN(CC1)CCN1CCN(CC1)C1=CC(=C(C=C1F)NC1C(NC(CC1)=O)=O)Cl